4-dodecyloxydiphenol C(CCCCCCCCCCC)C1=CC(=C(C=C1)O)OC1=C(C=CC=C1)O